(S)-4-(4-((7-Ethyl-6-oxo-5,6-dihydro-1,5-naphthyridin-3-yl)methyl)piperazin-1-yl)-2-Fluoro-N-(tetrahydrofuran-3-yl)benzamide C(C)C=1C(NC=2C=C(C=NC2C1)CN1CCN(CC1)C1=CC(=C(C(=O)N[C@@H]2COCC2)C=C1)F)=O